ClC=1C=CC(=C(C1)NC(=O)C=1SC(=CC1)S(=O)(=O)C)OCCOC N-(5-chloro-2-(2-methoxyethoxy)phenyl)-5-(methylsulfonyl)thiophene-2-carboxamide